FC1([C@@H](CC[C@H](C1)NCC=1C=2N(C=CC1)C=CN2)NCC=2C=C1C=CC=NC1=CC2F)F (1R,4R)-2,2-Difluoro-N1-((7-Fluoroquinolin-6-yl)methyl)-N4-(imidazo[1,2-a]pyridin-8-ylmethyl)cyclohexane-1,4-diamine